AZETIDINYLPYRIMIDINE N1(CCC1)C1=NC=CC=N1